2-phenyl-2-(4-(2-(cyano)phenyl)butynyl)malononitrile C1(=CC=CC=C1)C(C#N)(C#N)C#CCCC1=C(C=CC=C1)C#N